2-{5-[(diethylamino)methyl]-1,3-benzoxazol-2-ylamino}-5-fluoro-1,3-benzoxazole C(C)N(CC)CC=1C=CC2=C(N=C(O2)NC=2OC3=C(N2)C=C(C=C3)F)C1